(2S)-2-[[2-(4-[[(tert-butoxy)carbonyl]amino]phenyl)ethyl](methyl)amino]-3-methylbutanoic acid C(C)(C)(C)OC(=O)NC1=CC=C(C=C1)CCN([C@H](C(=O)O)C(C)C)C